NC1=NC=CC=C1C1=NC=2C(=NC(=CC2)N2N=CC=C2)N1C=1C=C2CC[C@@H](C2=CC1)NC(C1=C(C=C(C(=C1)C=O)O)N1N=CC=C1)=O N-[(1S)-5-[2-(2-aminopyridin-3-yl)-5-(pyrazol-1-yl)imidazo[4,5-b]pyridin-3-yl]-2,3-dihydro-1H-inden-1-yl]-5-formyl-4-hydroxy-2-(pyrazol-1-yl)benzamide